ClC1=C(C=C(C=C1)NC(=O)N1C2CCC(CC1(C2)C(=O)O)C)C2=NN(C=N2)C cis-7-((4-chloro-3-(1-methyl-1H-1,2,4-triazol-3-yl)phenyl)carbamoyl)-3-methyl-7-azabicyclo[4.1.1]octane-1-carboxylic acid